CC=1C(=CC2=C(C1)C1(CCN(CC1)C(=O)OC(C)(C)C)CO2)C(=O)OC 1'-(tert-butyl) 6-methyl 5-methyl-2H-spiro[benzofuran-3,4'-piperidine]-1',6-dicarboxylate